N-(pyridin-2-yl)picolinamide N1=C(C=CC=C1)NC(C1=NC=CC=C1)=O